6-fluoro-1-(benzenesulfonyl)-1H-indole-2-carbaldehyde FC1=CC=C2C=C(N(C2=C1)S(=O)(=O)C1=CC=CC=C1)C=O